O1C=NC=C1C1=CC=C(C=C1)NC(=O)C1COC2=CC=CC=C2C1 N-(4-(oxazol-5-yl)phenyl)chroman-3-carboxamide